ethyl 2-(piperazin-1-yl)pyrimidine-5-carboxylate hydrochloride Cl.N1(CCNCC1)C1=NC=C(C=N1)C(=O)OCC